BrC1=CC(=C(C[C@H]2NC(=NOC2)C2=CC=3N(C=C2OC2=CC(=CC=C2)C2CC2)N=CC3)C=C1)Cl |r| 5-[(5RS)-5-(4-bromo-2-chlorobenzyl)-5,6-dihydro-4H-1,2,4-oxadiazin-3-yl]-6-(3-cyclopropylphenoxy)pyrazolo[1,5-a]pyridine